OC1=C(C(=O)NC2=C(C(=O)O)C=CC(=C2)C(=O)O)C=C(C=C1S(=O)(=O)O)O 2-(2,5-dihydroxy-3-sulfobenzamido)terephthalic acid